N1=C(C=CC(=C1)C1=CC=CC=C1C#N)C1=NC=CC=C1 5-bipyridinebenzonitrile